CC1C(NC(C1)=O)=O (E)-3-methyl-pyrrolidine-2,5-dione